C(C)OC(=O)C=1OC=C(C(C1OCC1=CC=CC=C1)=O)C(NCC1=C(C(=C(C=C1)F)Cl)F)=O 3-benzyloxy-5-[(3-chloro-2,4-difluoro-phenyl)methylcarbamoyl]-4-oxo-pyran-2-carboxylic acid ethyl ester